3-((9-(1-ethyl-1,2,3,6-tetrahydropyridin-4-yl)-1-methyl-6,7-dihydro-5H-benzo[c][1,2,3]triazolo[1,5-a]azepin-7-yl)amino)benzonitrile 2,2,2-trifluoroacetate FC(C(=O)O)(F)F.C(C)N1CCC(=CC1)C1=CC2=C(C=3N(CCC2NC=2C=C(C#N)C=CC2)N=NC3C)C=C1